C1(CC1)C=1C(=C(C=CC1)S(=O)C=1C=NC2=CC=CC=C2C1C(=O)NCC(F)(F)C1=C(C=C(C=C1)C)C)F 3-[(3-cyclopropyl-2-fluorophenyl)sulfinyl]-N-[2-(2,4-dimethylphenyl)-2,2-difluoroethyl]quinoline-4-carboxamide